(methyl)phosphorous acid CP(O)(O)O